[N+](=O)([O-])C=1C=C2C(=CN1)N(C=C2)C=2N=CC1=CC=CC=C1C2 3-(5-nitro-1H-pyrrolo[2,3-c]pyridin-1-yl)isoquinoline